OCC1(CCC1)N1N=NC(=C1)C(=O)NCC=1SC(=NN1)C1=CC=CC=C1 1-(1-(hydroxymethyl)cyclobutyl)-N-((5-phenyl-1,3,4-thiadiazol-2-yl)methyl)-1H-1,2,3-triazole-4-carboxamide